OC1=CC=CC=2OC3=CC=CC(=C3C(C12)=O)O 1,8-dihydroxyxanthone